(2R,3R,4S,5S,6S)-2-((8-Chloro-6,7-dihydrocyclobut[g]quinolin-2-yl)(4-(trifluoromethoxy)phenyl)amino)-6-(methoxycarbonyl)tetrahydro-2H-pyran-3,4,5-triyltriacetate ClC=1C2=C(C=C3C=CC(=NC13)N([C@@H]1O[C@@H]([C@H]([C@@H]([C@H]1CC(=O)[O-])CC(=O)[O-])CC(=O)[O-])C(=O)OC)C1=CC=C(C=C1)OC(F)(F)F)CC2